tert-Butyl 4-[4-[[5-chloro-4-(3-methyl-5-nitro-indol-1-yl)pyrimidin-2-yl]amino]pyrazol-1-yl]piperidine-1-carboxylate ClC=1C(=NC(=NC1)NC=1C=NN(C1)C1CCN(CC1)C(=O)OC(C)(C)C)N1C=C(C2=CC(=CC=C12)[N+](=O)[O-])C